CN(C(C(=O)N)C)C1COC1 2-(methyl-(oxetan-3-yl)amino)propanamide